ClC1=C(C2C=NN(C2C=C1C)C1OCCCC1)B(O)O (5-chloro-6-methyl-1-(tetrahydro-2H-pyran-2-yl)-3a,7a-dihydro-1H-indazol-4-yl)boronic acid